C1(CC1)C(CC(=O)O)N1N=CC2=CC(=CC=C12)OCCC1=NC=2NCCCC2C=C1 3-cyclopropyl-3-(5-(2-(5,6,7,8-tetrahydro-1,8-naphthyridin-2-yl)ethoxy)-1H-indazol-1-yl)propionic acid